C12CC(CC(C1)C2)OC2=C(C=C(C=C2F)NC(=O)C=2N=C(OC2CN(C)CC)N2CC(C2)(C)OC)F N-(4-(bicyclo[3.1.1]heptan-3-yloxy)-3,5-difluorophenyl)-5-((ethyl(methyl)amino)methyl)-2-(3-methoxy-3-methylazetidin-1-yl)oxazole-4-carboxamide